5-chloro-2-(3-(2-hydroxy-prop-2-yl)piperidin-1-yl)benzaldehyde ClC=1C=CC(=C(C=O)C1)N1CC(CCC1)C(C)(C)O